2-{5-[2-(trifluoromethoxy)ethoxy]-1,3,4-oxadiazol-2-yl}-5-[6-(trifluoromethyl)quinoline-2-amido]piperidine-1-carboxylate FC(OCCOC1=NN=C(O1)C1N(CC(CC1)NC(=O)C1=NC2=CC=C(C=C2C=C1)C(F)(F)F)C(=O)[O-])(F)F